7-phenyl-5,6,7,7a-tetrahydro-4bH-cyclopenta[4,5]furo[2,3-c]pyridin-4b-ol C1(=CC=CC=C1)C1CCC2(C1OC=1C=NC=CC12)O